6-fluoro-5-(3-fluorophenoxy)-3-(((3-fluoropyridin-2-yl)methyl)amino)-4H-benzo[e][1,2,4]thiadiazine 1,1-dioxide FC=1C=CC2=C(NC(=NS2(=O)=O)NCC2=NC=CC=C2F)C1OC1=CC(=CC=C1)F